(3R,4S)-3-cyclopropyl-1-[6-[2-(difluoromethoxy)pyridin-3-yl]pyrazolo[1,5-a]pyrazin-4-yl]-4-methyl-2-oxopyrrolidine-3-carbonitrile C1(CC1)[C@]1(C(N(C[C@H]1C)C=1C=2N(C=C(N1)C=1C(=NC=CC1)OC(F)F)N=CC2)=O)C#N